O=C(C(=O)NCCC(C(=O)[O-])CC1=CC(=C(C(=C1)C(C)(C)C)O)C(C)(C)C)NCCC(C(=O)[O-])CC1=CC(=C(C(=C1)C(C)(C)C)O)C(C)(C)C (1,2-Dioxo-1,2-ethanediyl)bis(imino-2,1-ethanediyl)bis[3-[4-hydroxy-3,5-bis(2-methyl-2-propanyl)phenyl]propanoate]